(S)-N-(1-(3-(bis(4-fluorophenyl)methyl)-1,2,4-oxadiazol-5-yl)ethyl)-3-hydroxy-4-methoxypicolinamide FC1=CC=C(C=C1)C(C1=NOC(=N1)[C@H](C)NC(C1=NC=CC(=C1O)OC)=O)C1=CC=C(C=C1)F